di(isopropyl)dimethoxysilane C(C)(C)[Si](OC)(OC)C(C)C